6-[(2,4-Difluorophenyl)methyl]-3,3-dimethyl-5-oxo-1H,2H,3H,4H,5H-pyrrolo[3,2-b]pyridine FC1=C(C=CC(=C1)F)CC1=CC2=C(NC1=O)C(CN2)(C)C